IC1=CC(=C(C=C1OC)CCN)OC 2-(4-iodo-2,5-dimethoxyphenyl)ethan-1-amine